CN(CCSSCCNC(C(C)(OC1=CC=CC=C1)C)=O)C N-(2-((2-(dimethylamino)ethyl)disulfaneyl)ethyl)-2-methyl-2-phenoxypropanamide